[Co].C(C)(C)(C)OC(=O)N1CCC(CC1)OC([C@@H](N)C)=O 1-(t-Butoxycarbonyl)-4-(L-alanyloxy)piperidine cobalt